3-heptyl-1-phenyl-1H-benzo[g]indazol-5-ol C(CCCCCC)C1=NN(C2=C3C(=C(C=C12)O)C=CC=C3)C3=CC=CC=C3